C(CCC)OC(=O)CC1C2C3C4C=CC(C3C(C1)C2)C4 8-(n-butoxycarbonylmethyl)-tetracyclo[4.4.0.12,5.17,10]-3-dodecene